FC1=CC=C(C=C1)[C@@H](C)N(CC=C(C1=CC=C(C=C1)C)C1=CC=C(C=C1)C)CCN1CCCC1 (R)-N-(1-(4-Fluorophenyl)ethyl)-N-(2-(pyrrolidin-1-yl)ethyl)-3,3-di-p-tolylprop-2-en-1-amine